Di-tert-butyl-N-{(2S)-2-amino-4-[{(1R)-1-[1-benzyl-4-(2,5-difluorophenyl)-1H-pyrrol-2-yl]-2,2-dimethylpropyl}(glycoloyl)amino]butanoyl}-beta-alanyl-L-glutamate C(C)(C)(C)OC([C@@H](NC([C@H](CCN(C(CO)=O)[C@H](C(C)(C)C)C=1N(C=C(C1)C1=C(C=CC(=C1)F)F)CC1=CC=CC=C1)N)=O)C(CC(=O)OC(C)(C)C)C([C@@H](N)C)=O)=O